C(C)(C)(C)OC(=O)N1C[C@H](CC1)OC1=C(C=C(C(=O)N2[C@H](CN(CC2)C(=O)OCC2=CC=CC=C2)CC)C=C1)C1CCCCC1 Benzyl (S)-4-(4-(((S)-1-(tert-butoxycarbonyl) pyrrolidin-3-yl) oxy)-3-cyclohexylbenzoyl)-3-ethylpiperazine-1-carboxylate